C(C)(C)(C)C(CO)CO 2-t-butylpropane-1,3-diol